C\C(=C/CCOC1=CC=C(C=C1)CCC(C)=O)\CCC (E)-4-(4-((4-methylhept-3-en-1-yl)oxy)phenyl)butan-2-one